CC1(CNC1=O)C pivalolactam